C(C1=CC=CC=C1)N/C=C(\C(=O)OCC1=C(C=CC=C1)Cl)/C(F)(F)F 2-chlorobenzyl (E)-3-(Benzylamino)-2-(trifluoromethyl)acrylate